(S)-2-((R)-8-fluoroisochroman-1-yl)pyrrolidine FC=1C=CC=C2CCO[C@H](C12)[C@H]1NCCC1